FC(C1=NN(C=C1C(=O)NC1=C(C=CC=C1)C1=CC=C(C=C1)C#CC)C)F 3-(Difluoromethyl)-1-methyl-N-[4'-(prop-1-yn-1-yl)biphenyl-2-yl]-1H-pyrazole-4-carboxamide